2-(dimethylamino)ethyl(trans-4-((4-(5-(methanesulfonyl)-pyridin-3-yl)-5-(trifluoromethyl)pyrimidin-2-yl)amino)cyclohexyl)(5-(2-methoxypyrimidin-5-yl)pyrazin-2-yl)carbamate CN(CCC=1C(=NC=C(N1)C=1C=NC(=NC1)OC)N(C([O-])=O)[C@@H]1CC[C@H](CC1)NC1=NC=C(C(=N1)C=1C=NC=C(C1)S(=O)(=O)C)C(F)(F)F)C